F[C@]1(CN(CC[C@H]1O)C1=NC=CC(=N1)NC=1N=CC2=C(N=CC(=C2C1)C(C)C)N1CC2(COC2)C1)C (3S,4R)-3-fluoro-1-(4-((5-isopropyl-8-(2-oxa-6-azaspiro[3.3]heptan-6-yl)-2,7-naphthyridin-3-yl)amino)pyrimidin-2-yl)-3-methylpiperidin-4-ol